CN1N=C(C=C1C1=CC(=NC=N1)N1CCC(CC1)C(=O)N1OCC[C@H]1C=1C=C(C#N)C=C(C1)F)C 3-[(3S)-2-[1-[6-(2,5-Dimethylpyrazol-3-yl)pyrimidin-4-yl]piperidine-4-carbonyl]isoxazolidin-3-yl]-5-fluoro-benzonitrile